OC(CN(C(CC=1C=NC(=NC1)C1(CC1)C)=O)CCC)C=1C=NC=CC1C(C)C N-(2-hydroxy-2-(4-isopropylpyridin-3-yl)ethyl)-2-(2-(1-methylcyclopropyl)pyrimidin-5-yl)-N-propylacetamide